C1(CC1)COC1=CC=C(C(=C1CNC=1C(=CC(=C(C1)C1C(SCC1=O)=O)F)OC)F)F 3-(5-((6-(cyclopropylmethoxy)-2,3-difluorobenzyl)amino)-2-fluoro-4-methoxyphenyl)-2,4-dioxo-1,2,3,4-tetrahydrothiophene